C(C)N1C2=NC(=NC(=C2N=C1CC(=O)O)N1CCOCC1)N1N=C(C(=C1)C1=CC=CC=C1)OC 2-(9-ethyl-2-(3-methoxy-4-phenyl-1H-pyrazol-1-yl)-6-morpholino-9H-purin-8-yl)acetic acid